C(C)(=O)O.[N+](=O)([O-])C1=C(C=CC=C1)N1C(=CC=C1)C=CC=NN\C(=N\[H])\N (E)-N-[1-(2-nitrophenyl)-1H-pyrrol-2-yl-allylideneamino]-guanidine acetate salt